O-hydroxy-meta-chlorophenol OOC1=CC(=CC=C1)Cl